1,2-octylene oxide C1C(CCCCCC)O1